2,2,2-Trifluoroethyl 2-oxo-2-[rac-(2R,5S)-2-(5,6-dimethyl-3-pyridyl)-5-methyl-1-piperidyl]acetate O=C(C(=O)OCC(F)(F)F)N1[C@H](CC[C@@H](C1)C)C=1C=NC(=C(C1)C)C |r|